ClC1=NN(C(C=C1Cl)=O)CC(=O)NC1=CC(=C(C=C1)C)S(NCCC1=NC=CC=C1)(=O)=O 2-(3,4-dichloro-6-oxo-pyridazin-1-yl)-N-[4-methyl-3-[2-(2-pyridyl)ethylsulfamoyl]phenyl]acetamide